ClC1=C(C=CC=C1F)C1=C(C2=C(N=C(N=C2)NC2=CC(=C(C=C2)N2CCN(CC2)C)C)N(C1=O)C1CCC(CC1)NC(CC)=O)C N-((1S,4S)-4-(6-(2-chloro-3-fluorophenyl)-5-methyl-2-((3-methyl-4-(4-methylpiperazin-1-yl)phenyl)amino)-7-oxopyrido[2,3-d]pyrimidin-8(7H)-yl)cyclohexyl)propanamide